1,1-bis(2-hydroxy-3-methylphenyl)eicosane OC1=C(C=CC=C1C)C(CCCCCCCCCCCCCCCCCCC)C1=C(C(=CC=C1)C)O